C(C)(C)(C)OC(CC1=C(C=CC=C1)OCC1=COC2=C1C=C(C=C2OC[C@@H]2OCCC2)Br)=O.CC(C(=O)NC2CCN(CC2)C)(COC2=NC=CC=C2C)C 2,2-dimethyl-N-(1-methylpiperidin-4-yl)-3-((3-methylpyridin-2-yl)oxy)propanamide (R)-tert-butyl-2-(2-((5-bromo-7-((tetrahydrofuran-2-yl)methoxy)benzofuran-3-yl)methoxy)phenyl)acetate